2-(2-(4,4-dimethylcyclohexylidene)ethyl)hexahydrobenzo[d][1,3]dioxole-13C CC1(CCC(CC1)=CC[13CH]1OC2C(O1)CCCC2)C